2-((S)-1-acryloyl-4-((S)-4-chloro-2'-(((S)-1-methylpyrrolidin-2-yl)methoxy)-3-(trifluoromethyl)-5',8'-dihydro-6'H-spiro[indene-1,7'-quinazolin]-4'-yl)piperazin-2-yl)acetonitrile C(C=C)(=O)N1[C@H](CN(CC1)C1=NC(=NC=2C[C@@]3(CCC12)C=C(C1=C(C=CC=C13)Cl)C(F)(F)F)OC[C@H]1N(CCC1)C)CC#N